8-carboxyl-N-o-fluorobenzeneacetyl-1,3,4,9-tetrahydro-beta-carboline C(=O)(O)C=1C=CC=C2C=3CCN(CC3NC12)C(CC1=C(C=CC=C1)F)=O